COC(=O)N1C(C(CCC1)NS(=O)(=O)C)CO[C@@H]1CC[C@@H](CC1)C1=CC=CC=C1 3-((methylsulfonyl)amino)-2-(((cis-4-phenylcyclohexyl)oxy)methyl)piperidine-1-carboxylic acid methyl ester